4-(4-Chloro-6-(isopropyl-(propyl)amino)pyridinylamino)-2-methylbenzoic acid ClC1=CC(=NC(=C1)N(CCC)C(C)C)NC1=CC(=C(C(=O)O)C=C1)C